5-(2,8-dimethylimidazo[1,2-a]pyridin-6-yl)-2-{3-[(3S)-3-(propan-2-yl)piperazin-1-yl]-1,2,4-triazin-6-yl}phenol CC=1N=C2N(C=C(C=C2C)C=2C=CC(=C(C2)O)C2=CN=C(N=N2)N2C[C@@H](NCC2)C(C)C)C1